FC(OCCN1N=CC(=N1)C(=O)O)F 2-(2-(difluoromethoxy)ethyl)-2H-1,2,3-triazole-4-carboxylic acid